(4S)-8-((tetrahydro-2H-pyran-2-yl)oxy)oct-6-yne-1,4-diol O1C(CCCC1)OCC#CC[C@H](CCCO)O